[C-]#N.C(CCCC)[NH+]1C(=CC=C1)C 1-pentyl-2-methylpyrrolium cyanide